imidazolinium ammonium salt [NH4+].[NH2+]1C=NCC1